N(=C=O)C1(CC(=C(C=C1)C)N=C=O)C 1,3-Diisocyanato-p-xylol